N-{[2-(Trimethylsilyl)ethoxy]-carbonyl}-L-cystein C[Si](CCOC(=O)N[C@@H](CS)C(=O)O)(C)C